6-fluoro-8-methyl-2H-chromene-3-carboxylic acid FC=1C=C2C=C(COC2=C(C1)C)C(=O)O